CC1CC2C(C(=O)NC2=O)CC1 hexahydro-4-methylphthalimide